C1(CCCCC1)OC(=O)C1CCCCC1 2-cyclohexanecarboxylic acid cyclohexyl ester